NC(C(=O)O)CCCCNC(=O)OCC1[C@H]2CCC#CCC[C@@H]12 2-amino-6-({[(1R,8S)-bicyclo[6.1.0]non-4-yn-9-ylmethoxy]carbonyl}amino)hexanoic acid